ethyl (2S,3S)-3-(2-(3-(2-(((R)-1-(2-(1-methyl-1H-pyrazol-4-yl)quinolin-4-yl)ethyl)carbamoyl)phenyl)propanoyl)hydrazine-1-carbonyl)oxirane-2-carboxylate CN1N=CC(=C1)C1=NC2=CC=CC=C2C(=C1)[C@@H](C)NC(=O)C1=C(C=CC=C1)CCC(=O)NNC(=O)[C@@H]1[C@H](O1)C(=O)OCC